8'-Apo-β-caroten-8'-ol CC1=C(C(CCC1)(C)C)/C=C/C(=C/C=C/C(=C/C=C/C=C(\C)/C=C/C=C(\C)/CO)/C)/C